6,7-dihydro-4H-benzothiophen-5-one S1C=CC2=C1CCC(C2)=O